C(=C)NC=O N-vinyl-carboxylic acid amide